N-(2-(3-(5-isopropoxypyridin-2-yl)-1,2,4-thiadiazol-5-ylamino)pyridin-3-yl)-N-methylisobutyramide C(C)(C)OC=1C=CC(=NC1)C1=NSC(=N1)NC1=NC=CC=C1N(C(C(C)C)=O)C